OC(C)(C)C(=O)C(C)(C)O (1-hydroxyisopropyl)keton